O-ETHYL S-(1-METHOXYCARBONYL ETHYL)DITHIOCARBONATE COC(=O)C(C)[SH-]C(OCC)=S